C1(=CC=CC=C1)C=1[C@H]2C=C([C@@H](C1)C2)C2=CC=CC=C2 (1R,4R)-2,5-diphenyl-bicyclo[2.2.1]hepta-2,5-diene